tert-butyl ((1R,5S,8s)-3-(5-(6-chloro-4-(isopropylamino)pyridin-3-yl)-1,3,4-thiadiazol-2-yl)-3-azabicyclo[3.2.1]octan-8-yl)carbamate ClC1=CC(=C(C=N1)C1=NN=C(S1)N1C[C@H]2CC[C@@H](C1)C2NC(OC(C)(C)C)=O)NC(C)C